methyl (2S)-6-amino-2-[[trans-4-[methyl-[4-(methylsulfamoylmethyl)cyclohexyl]amino]pyrrolo[2,3-d]pyrimidine-7-carbonyl]amino]hexanoate NCCCC[C@@H](C(=O)OC)NC(=O)N1C=CC2=C1N=CN=C2N([C@@H]2CC[C@H](CC2)CS(NC)(=O)=O)C